methyl (trans)-6-(2-((difluoromethoxy) sulfonyl) vinyl)-2-naphthoate FC(OS(=O)(=O)/C=C/C=1C=C2C=CC(=CC2=CC1)C(=O)OC)F